tert-butyl 4-{4-[2-fluoro-3-(propane-1-sulfonamido)phenyl]-5-[2-(isopropylamino)pyrimidin-4-yl]-1,3-thiazol-2-yl}piperidine-1-carboxylate FC1=C(C=CC=C1NS(=O)(=O)CCC)C=1N=C(SC1C1=NC(=NC=C1)NC(C)C)C1CCN(CC1)C(=O)OC(C)(C)C